C(C)OC(CN1N=C(C2=C1C1(SCCS1)C1C2C1)C(F)F)=O.SCCSC1=C(C(=CC=C1)SCCS)SCCS 1,2,3-tris(mercaptoethylthio)benzene ethyl-2-(3-(difluoromethyl)-4,4a-dihydrospiro[cyclopropa[3,4]cyclopenta[1,2-c]pyrazole-5,2'-[1,3]dithiolane]-1(3bH)-yl)acetate